henicosan-11-yl L-alaninate N[C@@H](C)C(=O)OC(CCCCCCCCCC)CCCCCCCCCC